FC1=C(CN2C(N(C(C=C2Cl)=O)CC2C(NCC2)=O)=O)C=C(C(=C1)F)F (2,4,5-trifluorobenzyl)-6-chloro-3-((2-oxopyrrolidin-3-yl)methyl)pyrimidine-2,4(1H,3H)-dione